OC(C)(C)C=1C=C(C=CC1)NC(CC1=CC=C(C=C1)C1=CC=2N(C=C1)N=CN2)=O N-[3-(2-Hydroxypropan-2-yl)phenyl]-2-[4-([1,2,4]triazolo[1,5-a]pyridin-7-yl)phenyl]acetamide